3-(4-((1R,5S)-3,8-diazabicyclo[3.2.1]octan-8-yl)-5-fluoro-1-oxoisoindolin-2-yl)piperidine-2,6-dione [C@H]12CNC[C@H](CC1)N2C2=C1CN(C(C1=CC=C2F)=O)C2C(NC(CC2)=O)=O